(R)-3-(4-methoxyphenyl)-6-nitro-2-(pyrrolidin-3-yl)quinazolin-4(3H)-one COC1=CC=C(C=C1)N1C(=NC2=CC=C(C=C2C1=O)[N+](=O)[O-])[C@H]1CNCC1